Cl.FC(C=1C=NN(C1)CC1(CCNCC1)O)(F)F 4-((4-(trifluoromethyl)-1H-pyrazol-1-yl)methyl)piperidin-4-ol hydrochloride